FC=1C=C(C(=O)NC2=CC=CC=C2)C=CC1 3-fluoro-N-phenylbenzamid